Methyl 2-(3-(benzo[d]thiazol-2-ylamino)-4-methyl-6,7-dihydropyrido[2,3-c]pyridazin-8(5H)-yl)-5-(3-(2-fluoro-4-(3-(methylamino)prop-1-yn-1-yl)phenoxy)propyl)thiazole-4-carboxylate S1C(=NC2=C1C=CC=C2)NC2=C(C1=C(N=N2)N(CCC1)C=1SC(=C(N1)C(=O)OC)CCCOC1=C(C=C(C=C1)C#CCNC)F)C